S1C(SCCC1)C(C(C1=CC=CC=C1)=C1C(N(C2=CC=CC=C12)C)=O)=O 3-(2-(1,3-Dithian-2-yl)-2-oxo-1-PHENYLETHYLIDENE)-1-methylindolin-2-one